FC1=C(C(=CC=C1)OC)C=1CCCC2=C(C1C1=CC=C(C=C1)CC1CN(C1)CCCF)C=CC(=C2)C(=O)O 8-(2-fluoro-6-methoxyphenyl)-9-(4-((1-(3-fluoropropyl)azetidin-3-yl)methyl)phenyl)-6,7-dihydro-5H-benzo[7]annulene-3-carboxylic acid